CC(C)C(\C=C/C)(O)C1=CC=CC=C1 (Z)-2-methyl-3-phenylhex-4-en-3-ol